(S)-3-amino-4-(3-(4-((5-chloro-3-fluoropyridin-2-yl)oxy)phenyl)-2-oxo-2,3-dihydro-1H-imidazol-1-yl)butanoic acid trifluoroacetate FC(C(=O)O)(F)F.N[C@@H](CC(=O)O)CN1C(N(C=C1)C1=CC=C(C=C1)OC1=NC=C(C=C1F)Cl)=O